FC=1C=C2C(=C(NC2=C(C1)F)C1=CC=C(C=C1)F)C1CC(C1)CN (3-(5,7-difluoro-2-(4-fluorophenyl)-1H-indol-3-yl)cyclobutyl)-methanamine